4-(4-(((R)-4'-chloro-4-methyl-4-(piperazin-1-ylmethyl)-3,4,5,6-tetrahydro-[1,1'-biphenyl]-2-yl)methyl)piperazin-1-yl)benzamide hydrochloride Cl.ClC1=CC=C(C=C1)C1=C(C[C@@](CC1)(CN1CCNCC1)C)CN1CCN(CC1)C1=CC=C(C(=O)N)C=C1